(1-(2-amino-2-oxoethyl)-4-methylpiperidin-4-yl)tert-butylcarbamate NC(CN1CCC(CC1)(C)OC(NC(C)(C)C)=O)=O